perfluorooctyl-triethoxychlorosilane FC(C(F)(F)F)(O[Si](Cl)(OC(C(F)(F)F)(F)F)OC(C(F)(F)F)(F)F)C(C(C(C(C(C(C(C(F)(F)F)(F)F)(F)F)(F)F)(F)F)(F)F)(F)F)(F)F